2-[3'-(9H-carbazole-9-yl)biphenyl-3-yl]Dibenzo[f,h]Quinoxaline C1=CC=CC=2C3=CC=CC=C3N(C12)C=1C=C(C=CC1)C1=CC(=CC=C1)C1=NC2=C3C(=C4C(=C2N=C1)C=CC=C4)C=CC=C3